C(C)(C)(C)OC(N[C@H]1CN(C[C@H](C1)C)C1=C2C=CC=NC2=CC=C1)=O (3R,5S)-5-methyl-1-(quinolin-5-yl)piperidin-3-ylcarbamic acid tert-butyl ester